N-[(1S)-1-(4-cyano-2-fluorophenyl)ethyl]-2-(6,7-difluoro-2-oxo-1,4-dihydroquinazolin-3-yl)acetamide C(#N)C1=CC(=C(C=C1)[C@H](C)NC(CN1C(NC2=CC(=C(C=C2C1)F)F)=O)=O)F